((tert-Butoxycarbonyl)amino)-5-((2-chloro-4-(trifluoromethyl)phenoxy)methyl)benzoic acid methyl ester COC(C1=C(C=CC(=C1)COC1=C(C=C(C=C1)C(F)(F)F)Cl)NC(=O)OC(C)(C)C)=O